(R)-2-Amino-3-(5-(4-((5-chloro-3-fluoropyridin-2-yl)oxy)phenyl)-2H-tetrazol-2-yl)propan N[C@H](C)CN1N=C(N=N1)C1=CC=C(C=C1)OC1=NC=C(C=C1F)Cl